1-((R)-2-((1R,4aS,4bR,6aR,8R,10aS,10bR,12aS)-8-hydroxy-8,12a-dimethyloctadecahydrochrysen-1-yl)propyl)-1H-pyrazole-4-carbonitrile O[C@]1(C[C@H]2CC[C@H]3[C@@H]4CCC[C@@H]([C@]4(CC[C@@H]3[C@H]2CC1)C)[C@H](CN1N=CC(=C1)C#N)C)C